FC1=CC=C(C=C1)N1N=CC2=C1C=C1CCN(C[C@]1(C2)C(C=2C=NN(C2)C)O)C(=O)OC(C)(C)C (R)-tert-butyl 1-(4-fluorophenyl)-4a-(hydroxy(1-methyl-1H-pyrazol-4-yl)methyl)-4a,5,7,8-tetrahydro-1H-pyrazolo[3,4-g]isoquinoline-6(4H)-carboxylate